4-(3-(4-((4-nitrobenzyl)amino)piperidin-1-yl)propoxy)-7H-furo[3,2-g]chromen-7-one [N+](=O)([O-])C1=CC=C(CNC2CCN(CC2)CCCOC2=C3C=CC(OC3=CC3=C2C=CO3)=O)C=C1